The molecule is an omega-hydroxy fatty acyl-CoA(4-) arising from deprotonation of the phosphate and diphosphate OH groups of 15-hydroxypentadecanoyl-CoA; major species at pH 7.3. It is an omega-hydroxy fatty acyl-CoA(4-), a long-chain fatty acyl-CoA(4-) and an 11,12-saturated fatty acyl-CoA(4-). It is a conjugate base of a 15-hydroxypentadecanoyl-CoA. CC(C)(COP(=O)([O-])OP(=O)([O-])OC[C@@H]1[C@H]([C@H]([C@@H](O1)N2C=NC3=C(N=CN=C32)N)O)OP(=O)([O-])[O-])[C@H](C(=O)NCCC(=O)NCCSC(=O)CCCCCCCCCCCCCCO)O